tert-butyl (2-(azetidin-3-yl)ethyl)carbamate hydrochloride Cl.N1CC(C1)CCNC(OC(C)(C)C)=O